3,4-difluorobenzoyl chloride FC=1C=C(C(=O)Cl)C=CC1F